C(OC1=C(C(=NC=2N1C1=C(N2)C=CC=C1)C(C)CC)CC)(OC(C)C)=O 2-(sec-butyl)-3-ethylbenzo[4,5]imidazo[1,2-a]pyrimidin-4-yl isopropyl carbonate